5-Cyclopropyl-N2-(2-methyl-1,2,3,4-tetrahydroisoquinolin-6-yl)-N4-(3-(pyrrolidin-1-yl)propyl)pyrimidine-2,4-diamine C1(CC1)C=1C(=NC(=NC1)NC=1C=C2CCN(CC2=CC1)C)NCCCN1CCCC1